difluoro-2,4-dinitrobenzene FC=1C(=CC(=C(C1)F)[N+](=O)[O-])[N+](=O)[O-]